C(C)C=1C(=C(N(N1)CC(C)(OC)OC)C(=O)OCC(NC)C1=CN=C(C2=CC=CC=C12)OC)F 2-(1-Methoxyisoquinolin-4-yl)-2-(methylamino)ethan-1-ol ethyl-2-(2,2-dimethoxypropyl)-4-fluoro-pyrazole-3-carboxylate